NC1=C2N=CN(C2=NC(=N1)Cl)[C@H]1[C@@H]([C@@H]([C@H](O1)CO[C@](C(=O)O)(CC1=CC=CC=C1)C=1N=C(SC1)N)O)O (R)-2-(((2R,3S,4R,5R)-5-(6-amino-2-chloro-9H-purin-9-yl)-3,4-dihydroxytetrahydrofuran-2-yl)methoxy)-2-(2-aminothiazol-4-yl)-3-phenylpropanoic acid